2-((vinyloxy)methyl)naphthalene C(=C)OCC1=CC2=CC=CC=C2C=C1